(2-(2-(Difluoromethyl)cyclopropyl)pyrimidin-4-yl)carbamic acid tert-butyl ester C(C)(C)(C)OC(NC1=NC(=NC=C1)C1C(C1)C(F)F)=O